4-((1-(3-((2,6-dioxopiperidin-3-yl)amino)benzyl)piperidin-4-yl)methyl)piperazin O=C1NC(CCC1NC=1C=C(CN2CCC(CC2)CN2CCNCC2)C=CC1)=O